NC1=C(C(=C(C=C1)O)Cl)O 4-amino-2-chloro-1,3-benzenediol